NN1N=C(C2=CC=C(C=C12)OC)C(=O)OC1=NC=NC(=C1C1=NC=CC=C1)N (6-amino-5-(pyridin-2-yl) pyrimidin-4-yl) amino-6-methoxy-1H-indazoleformate